N1=NC(=CC2=C1C1=C(CCC2)C=CC=C1)N1N=C(N=C1NC1=CC=C2CCN(CC2=C1)C1CCN(CC1)C)N 1-(6,7-dihydro-5H-benzo[6,7]cyclohepta[1,2-c]pyridazin-3-yl)-N5-(2-(1-methylpiperidin-4-yl)-1,2,3,4-tetrahydroisoquinolin-7-yl)-1H-1,2,4-triazole-3,5-diamine